N-(4-(chlorodifluoromethoxy)phenyl)-6-(4-(4-((2-(2,4-dioxotetrahydropyrimidin-1(2H)-yl)-1,3-dioxoisoindolin-5-yl)methyl)piperazin-1-yl)piperidin-1-yl)-5-(1H-pyrazol-3-yl)nicotinamide ClC(OC1=CC=C(C=C1)NC(C1=CN=C(C(=C1)C1=NNC=C1)N1CCC(CC1)N1CCN(CC1)CC=1C=C2C(N(C(C2=CC1)=O)N1C(NC(CC1)=O)=O)=O)=O)(F)F